C(C)C(CN(C(=O)OCC(C)C)CC1=C(C(=O)O)C=CC=C1)CCCC 2-(((2-ethylhexyl)(isobutoxycarbonyl)amino)methyl)benzoic acid